trimethoxyboroxine COB1OB(OB(O1)OC)OC